3-{[tert-butyl-(diphenyl)silyl]oxy}undecane-1-ol C(C)(C)(C)[Si](OC(CCO)CCCCCCCC)(C1=CC=CC=C1)C1=CC=CC=C1